C1(CCCCC1)NC1=CC(=C2C(NC(=NC2=C1)CSC1CCNCC1)=O)F 7-(cyclohexylamino)-5-fluoro-2-((piperidin-4-ylthio)methyl)quinazolin-4(3H)-one